P(O)(O)O.S(O)(O)(=O)=O sulfuric acid phosphite